C(C)(C)(C)OC(=O)N1C[C@H](C[C@@H](C1)F)NC=1C2=C(N=CN1)C(=CC(=N2)C2=CC(=C(C(=C2)F)OCC2(CCOCC2)O)F)C(N)=O (3S,5S)-3-[(8-carbamoyl-6-{3,5-difluoro-4-[(4-hydroxytetrahydropyran-4-yl)methoxy]phenyl}pyrido[3,2-d]pyrimidin-4-yl)amino]-5-fluoropiperidine-1-carboxylic acid tert-butyl ester